C(C)(=O)OCC\C=C\CCCCCCCCC (E)-3-Tridecenyl acetate